FCOB1OB(OB(O1)OCF)OCF 2,4,6-trifluoromethoxyboroxine